C(C1=CC=CC=C1)O[C@@](C(=O)NNC(=O)C1=NC(=C(C=C1NC(OC(C)(C)C)=O)C(F)(F)F)Br)(CC=C)C(F)(F)F tert-butyl N-[2-[[[(2R)-2-benzyloxy-2-(trifluoromethyl)pent-4-enoyl]amino]carbamoyl]-6-bromo-5-(trifluoromethyl)-3-pyridyl]carbamate